CC(C)(C1CCC(CC1)NC2=NN3C(=NC=C3C4=CC(=CC=C4)C(F)(F)F)C=C2)O 2-((1R,4R)-4-((3-(3-(Trifluoromethyl)phenyl)imidazo[1,2-b]pyridazin-6-yl)amino)cyclohexyl)propan-2-ol